NC1=CC(N(C=C1)C)=O 4-amino-1-methylpyridin-2(1H)-one